[Cl-].[Cl-].CC1=C([C@H](C2=CC=CC=C12)[Zr+2][C@@H]1C(=C(C2=CC=CC=C12)C)C)C |r| racemic-bis(rac-dimethyl-indenyl)-zirconium dichloride